C(C)C1=NN(C2=CN=C(C=C21)C=2C=C(N)C=CC2)COCC[Si](C)(C)C 3-[3-ethyl-1-(2-trimethylsilyl-ethoxymethyl)pyrazolo[3,4-c]pyridin-5-yl]aniline